C(C)(C)(C)OC(=O)N1CCC(CC1)N1C[C@H]([C@@H](CC1)N1N=C(C=2C1=NC=NC2N)C2=CC=C(C=C2)OC2=CC=CC=C2)F (3R,4R)-4-(4-amino-3-(4-phenoxyphenyl)-1H-pyrazolo[3,4-d]pyrimidin-1-yl)-3-fluoro-[1,4'-bipiperidine]-1'-carboxylic acid tert-butyl ester